NC1=NC=C(C(=C1C=1C=C(C#N)C=CC1)CC)C1=CC=C(C=C1)O 3-[2-amino-4-ethyl-5-(4-hydroxyphenyl)-3-pyridinyl]benzonitrile